CN(C)\C=C/1\N(CC(C1=O)(C(F)(F)F)C)C(=O)OC(C)(C)C tert-butyl (E)-2-((dimethylamino)methylene)-4-methyl-3-oxo-4-(trifluoromethyl)pyrrolidine-1-carboxylate